4-(benzylideneamino)-3-ethylsulfanyl-N-[(4-Fluorophenyl)methyl]-5-methyl-aniline C(C1=CC=CC=C1)=NC1=C(C=C(NCC2=CC=C(C=C2)F)C=C1C)SCC